1-(3-bromo-2-((1-methyl-1H-pyrazol-5-yl)amino)phenyl)cyclohexane-1-carbonitrile BrC=1C(=C(C=CC1)C1(CCCCC1)C#N)NC1=CC=NN1C